C1(=CC=CC=C1)[2H] Benzene-d